6-(1-((2S,3S)-3,4-dihydroxybutan-2-yl)-5-methyl-1H-pyrazol-4-yl)-4-((3-fluoropyridin-2-yl)thio)pyrazolo[1,5-a]pyridine-3-carbonitrile O[C@@H]([C@H](C)N1N=CC(=C1C)C=1C=C(C=2N(C1)N=CC2C#N)SC2=NC=CC=C2F)CO